FC(CCCCCCCCCO)(F)F trifluorodecyl alcohol